methoxy-2-[2-(N,N-diethylamino)ethyl]tetraline COC1C(CCC2=CC=CC=C12)CCN(CC)CC